(1R)-2,2-difluoro-N-{6-[3-({6-[(1S)-1-hydroxypropyl]-4-methylpyridin-3-yl}amino)-1-methylpyrazol-4-yl]pyrimidin-4-yl}cyclopropane-1-carboxamide FC1([C@H](C1)C(=O)NC1=NC=NC(=C1)C=1C(=NN(C1)C)NC=1C=NC(=CC1C)[C@H](CC)O)F